tert-butyl 5-(aminomethyl)-2,3-dihydro-1H-pyrrolo[2,3-c]pyridine-1-carboxylate NCC=1C=C2C(=CN1)N(CC2)C(=O)OC(C)(C)C